NC1=NC=C(C2=C1C(=NN2C)C2=CC(=C(C=C2)NS(=O)(=O)C(F)F)O[C@@H](C)C2=CC=C(C=C2)F)C=2C=NN(C2)CCCCCCC(=O)O 7-(4-{4-amino-3-[4-(difluoromethanesulfonamido)-3-[(1S)-1-(4-fluorophenyl)ethoxy]phenyl]-1-methyl-1H-pyrazolo[4,3-c]pyridin-7-yl}-1H-pyrazol-1-yl)heptanoic acid